ClC1=C(C=C(OCC(=O)NC23CC(C2)(C3)N3N=CC(=C3)OCCCOC(F)(F)F)C=C1)F 2-(4-chloro-3-fluorophenoxy)-N-(3-{4-[3-(trifluoromethoxy)propoxy]-1H-pyrazol-1-yl}bicyclo[1.1.1]pentan-1-yl)acetamide